4-[(3S)-oxolan-3-yl]-1,3-benzothiazole-6-carboxylate O1C[C@@H](CC1)C1=CC(=CC2=C1N=CS2)C(=O)[O-]